CN1N=C2C(C(NC=3C=C(C=CC23)C(=O)O)=O)=C1 2-methyl-4-oxo-4,5-dihydro-2H-pyrazolo[4,3-c]quinoline-7-carboxylic acid